C1(=CC=CC=C1)C(C1=CC=CC=C1)NC(O)=O.COC(N(C1=CC=CC=C1)C1=CC=CC=C1)=O.BrC1=C(C(=NC=C1)C1=CC=CC=C1)C1=CC=CC=C1 bromodiphenyl-pyridine methyl-diphenylcarbamate (diphenylmethyl-carbamate)